(R)-7'-((1-Acetylpiperidin-4-yl)amino)-2'-(3-(6,7-dihydrothieno[3,2-c]pyridin-5(4H)-yl)-2-hydroxypropyl)-2',3'-dihydro-1H-spiro[cyclopropane-1,4'-[2,6]naphthyridine]-1'-one C(C)(=O)N1CCC(CC1)NC1=NC=C2C3(CN(C(C2=C1)=O)C[C@@H](CN1CC2=C(CC1)SC=C2)O)CC3